C(#N)[C@H]1C[C@H](C1)OS(=O)(=O)C cis-methanesulfonic acid (3-cyanocyclobutyl) ester